C(C)(C)(C)C1=NN=C(S1)NC(=O)NC1=C(C=C(C=C1)OC1=CC=NC=2NC(C=NC21)=O)SC 1-(5-(tert-butyl)-1,3,4-thiadiazol-2-yl)-3-(2-(methylthio)-4-((3-keto-3,4-dihydropyrido[2,3-b]pyrazin-8-yl)oxy)phenyl)urea